N-((1-(2-methoxybenzyl)cyclobutyl)methyl)-1-methyl-5-oxo-4,5-dihydro-1H-1,2,4-triazole-3-carboxamide COC1=C(CC2(CCC2)CNC(=O)C2=NN(C(N2)=O)C)C=CC=C1